6-carbomethoxybenzoxazole C(=O)(OC)C1=CC2=C(N=CO2)C=C1